1-[5-ethylsulfonyl-6-[1-oxo-6-(trifluoromethoxy)-3,4-dihydroisoquinolin-2-yl]-3-pyridyl]cyclopropane-carbonitrile C(C)S(=O)(=O)C=1C=C(C=NC1N1C(C2=CC=C(C=C2CC1)OC(F)(F)F)=O)C1(CC1)C#N